N'-(4-(bis(4-methoxybenzyl)amino)phenyl)-6-bromo-4-chloropyrrolo[1,2-b]pyridazine-3-carboximidamide COC1=CC=C(CN(C2=CC=C(C=C2)N=C(N)C2=C(C=3N(N=C2)C=C(C3)Br)Cl)CC3=CC=C(C=C3)OC)C=C1